Ethyl-4-nitrophenylcarbamate C(C)OC(NC1=CC=C(C=C1)[N+](=O)[O-])=O